2,4-dibenzyl-6-isopropylaniline C(C1=CC=CC=C1)C1=C(N)C(=CC(=C1)CC1=CC=CC=C1)C(C)C